17-Methyleneheptatriacontane C=C(CCCCCCCCCCCCCCCC)CCCCCCCCCCCCCCCCCCCC